4-amino-3-[6-(4,3',5'-trimethylbiphenyl-2-yl)pyridin-3-ylazo]naphthalene-1-sulfonic acid NC1=C(C=C(C2=CC=CC=C12)S(=O)(=O)O)N=NC=1C=NC(=CC1)C1=C(C=CC(=C1)C)C1=CC(=CC(=C1)C)C